4-(9-methyl-8-(pyridin-4-yl)-2-(2-(trifluoromethyl)pyrimidin-4-yl)-9H-purin-6-yl)morpholine CN1C2=NC(=NC(=C2N=C1C1=CC=NC=C1)N1CCOCC1)C1=NC(=NC=C1)C(F)(F)F